(S)-4-(5-(4-chloro-2-fluorophenyl)-1,6-naphthyridin-7-yl)-2-(1-methyl-1H-pyrazol-4-yl)morpholine ClC1=CC(=C(C=C1)C1=C2C=CC=NC2=CC(=N1)N1C[C@@H](OCC1)C=1C=NN(C1)C)F